NC1=NC=CC(=N1)C1=C(N=C(S1)C1CCN(CC1)C1CN(C1)C(CC1CCN(CC1)C1=CC=C(C=C1)C1C(NC(CC1)=O)=O)=O)C=1C(=C(C=CC1)C(CC)S(=O)(=O)N)F (3-(5-(2-aminopyrimidin-4-yl)-2-(1-(1-(2-(1-(4-(2,6-dioxopiperidin-3-yl)phenyl)piperidin-4-yl)acetyl)azetidin-3-yl)piperidin-4-yl)thiazol-4-yl)-2-fluorophenyl)propane-1-sulfonamide